3'-methoxybiphenyl COC=1C=C(C=CC1)C1=CC=CC=C1